CC1CCC(CC1)C(C)(C)CC 1-methyl-4-(tertiary amyl)cyclohexane